3-chloro-5-(trifluoromethyl)pyridine-2-carbohydrazide ClC=1C(=NC=C(C1)C(F)(F)F)C(=O)NN